C(=O)(OC1CCCCC1)OOC(=O)OC1CCCCC1 bis-cyclohexyl peroxydicarbonate